3-cyclopropyl-7-(hydroxymethyl)-1H-1,5-naphthyridin-2-one C1(CC1)C=1C(NC2=CC(=CN=C2C1)CO)=O